C(C)OC(CCCCCOC=1C(=CC2=C(N(C([C@H]3N(C2=O)CCCC3)OC3OCCCC3)C(=O)OCC=C)C1)OC)=O Allyl (6aS)-3-((6-ethoxy-6-oxohexyl)oxy)-2-methoxy-12-oxo-6-((tetrahydro-2H-pyran-2-yl)oxy)-6,6a,7,8,9,10-hexahydrobenzo[e]pyrido-[1,2-a][1,4]diazepine-5(12H)-carboxylate